ClC=1C=C(C=CC1)C(NC1=CC=CC=C1)P(OC1=CC=CC=C1)(OC1=CC=CC=C1)=O diphenyl ((3-chlorophenyl)(phenylamino)methyl)phosphonate